(S)-2-((4-((2-hydroxy-1-phenylethyl)amino)-5-(5-(2-hydroxypropan-2-yl)-1,3,4-oxadiazol-2-yl)pyrimidin-2-yl)amino)-7,7-dimethyl-6-propyl-6,7-dihydro-5H-pyrrolo[3,4-b]pyridin-5-one OC[C@H](C1=CC=CC=C1)NC1=NC(=NC=C1C=1OC(=NN1)C(C)(C)O)NC1=CC=C2C(=N1)C(N(C2=O)CCC)(C)C